CC1=CC=C(C=C1)C1=C(CC(O1)CSC)S(=O)(=O)C1=CC=C(C=C1)OC 5-(4-methylphenyl)-4-((4-methoxyphenyl)sulfonyl)-2-((methylthio)methyl)-2,3-dihydrofuran